(E)-5-(3-oxoprop-1-en-1-yl)furan-2-carboxylic acid O=C/C=C/C1=CC=C(O1)C(=O)O